FC(CCNC1CCCCC1)(F)F N-(3,3,3-trifluoropropyl)cyclohexan-1-amine